5-bromo-1-[[2-(trimethylsilyl)ethoxy]methyl]pyrazolo[3,4-b]pyridine-3-carbaldehyde BrC=1C=C2C(=NC1)N(N=C2C=O)COCC[Si](C)(C)C